C(C)(C)(C)OC(=O)O[C@@H]1[C@H]([C@H](N(C1)C(=O)OC(C)(C)C)CC1=CC=C(C=C1)OC)OC(=O)C1CCS(CC1)=O tert-butyl (2R,3S,4S)-4-[(tert-butoxycarbonyl)oxy]-2-[(4-methoxyphenyl)methyl]-3-(1-oxo-1lambda4-thiane-4-carbonyloxy)pyrrolidine-1-carboxylate